The molecule is a pentacyclic triterpenoid that is urs-12-ene substituted by a carboxy group at position 28 and hydroxy groups at positions 2, 3 and 23 (the 2alpha,3alpha stereoisomer). It has been isolated from Juglans sinensis. It has a role as a plant metabolite. It is a pentacyclic triterpenoid and a hydroxy monocarboxylic acid. It derives from a hydride of an ursane. C[C@@H]1CC[C@@]2(CC[C@@]3(C(=CC[C@H]4[C@]3(CC[C@@H]5[C@@]4(C[C@H]([C@H]([C@@]5(C)CO)O)O)C)C)[C@@H]2[C@H]1C)C)C(=O)O